trans-3-hydroxycyclobutyl-carboxylic acid methyl ester COC(=O)[C@@H]1C[C@H](C1)O